1-((1R,3s,5S)-3-(4-((4-([1,2,4]triazolo[1,5-a]pyridin-7-yloxy)-3-methylphenyl)amino)pyrrolo[2,1-f][1,2,4]triazin-5-yl)-8-azabicyclo[3.2.1]octan-8-yl)prop-2-en-1-one N=1C=NN2C1C=C(C=C2)OC2=C(C=C(C=C2)NC2=NC=NN1C2=C(C=C1)C1C[C@H]2CC[C@@H](C1)N2C(C=C)=O)C